N-(1-(4-Cyanobenzyl)piperidin-4-yl)-6-morpholinopyridine-3-sulfonamide C(#N)C1=CC=C(CN2CCC(CC2)NS(=O)(=O)C=2C=NC(=CC2)N2CCOCC2)C=C1